diethyl-1,3-diphenyl-1-butyne C(C)CC(C#CC1=CC=CC=C1)(C1=CC=CC=C1)CC